N-(1-acetyl-2,2,6,6-tetramethyl-4-piperidinyl)-2-dodecylsuccinimide CCCCCCCCCCCCC1CC(=O)N(C1=O)C2CC(N(C(C2)(C)C)C(=O)C)(C)C